3-(5-cyclopropyl-3-ethylsulfonyl-2-pyridyl)-8-(2,2,3,3,3-penta-fluoropropoxy)imidazo[1,5-a]pyrazine C1(CC1)C=1C=C(C(=NC1)C1=NC=C2N1C=CN=C2OCC(C(F)(F)F)(F)F)S(=O)(=O)CC